Cl.N1CCC(CC1)C1=CC2=C(NC1=O)CSCC2 3-(piperidin-4-yl)-5,8-dihydro-1H-thiopyrano[3,4-b]pyridin-2(6H)-one hydrochloride